1,1,1,3,3,7,7,9,9,9-decamethyl-5,5-diphenyl-pentasiloxane C[Si](O[Si](O[Si](O[Si](O[Si](C)(C)C)(C)C)(C1=CC=CC=C1)C1=CC=CC=C1)(C)C)(C)C